N1N=CC2=C1NCCN2 PYRAZOLOPIPERAZINE